C[Si](C)(C)C#CC=1C=C(C=NC1)N1C(CCC1)=O 1-(5-((trimethylsilyl)ethynyl)pyridin-3-yl)pyrrolidin-2-one